C(C1=CC=CC=C1)[C@@]1(O)[C@H](O)[C@@H](OCC2=CC=CC=C2)[C@@H](OCC2=CC=CC=C2)[C@H](O1)C(O)C(CCC(=O)C)=O Benzyl-3,4-di-O-benzyl-6-levulinyl-α-D-galactopyranose